BrC1=CC=C([NH3+])C=C1 4-Bromoanilinium